2-phenyl-1,2-benzisoselenazol-3-one C1(=CC=CC=C1)N1[Se]C2=C(C1=O)C=CC=C2